C(C)C1=CC=C(OC2=C(C=C(C=C2)N2C(N(C(NC2=O)=O)C)=O)CN2N=CC=C2)C=C1 1-[4-(4-Ethylphenoxy)-3-[(1H-pyrazol-1-yl)methyl]phenyl]-3-methyl-1,3,5-triazinan-2,4,6-trion